C1(CC1)CNC1=CC(=NC(=N1)C(C)(F)F)N1CC2(C=3C=NC(=CC31)NC(C)=O)CC2 N-(1'-(6-((cyclopropylmethyl)amino)-2-(1,1-difluoroethyl)pyrimidin-4-yl)-1',2'-dihydrospiro[cyclopropane-1,3'-pyrrolo[3,2-c]pyridin]-6'-yl)acetamide